C([C@H]([C@@H]([C@H](C(=O)CO)O)O)O)O D-(+)-Sorbose